The molecule is an alpha-diketone that is pentane substituted at the 2- and 3-positions by oxo groups. It has a role as a flavouring agent. It is an alpha-diketone and a methyl ketone. It derives from a hydride of a pentane. CCC(=O)C(=O)C